2-({3-[2-(4-chlorophenyl)ethyl]-1,2,4-oxadiazol-5-yl}methyl)-4-(methylamino)-2,3-dihydropyridazin-3-one ClC1=CC=C(C=C1)CCC1=NOC(=N1)CN1N=CC=C(C1=O)NC